O=S1(N(C(C2=C1C=CC=C2)=O)CC(=O)NC2=CC=C(C=C2)O)=O 2-(1,1-dioxido-3-oxobenzo[d]isothiazol-2(3H)-yl)-N-(4-hydroxyphenyl)acetamide